11-methyl-heptadecan-1,2-diol CC(CCCCCCCCC(CO)O)CCCCCC